2-(1,1'-Biphenyl-4-yl)-4-(9,9-diphenyl-9H-fluoren-4-yl)-6-phenyl-1,3,5-triazine C1(=CC=C(C=C1)C1=NC(=NC(=N1)C1=CC=CC=2C(C3=CC=CC=C3C12)(C1=CC=CC=C1)C1=CC=CC=C1)C1=CC=CC=C1)C1=CC=CC=C1